4-((4-Methoxy-5-(1-methyl-1H-benzo[d][1,2,3]triazol-6-yl)pyrrolo[2,1-f][1,2,4]triazin-2-yl)amino)-N,1-dimethylcyclohexane-1-carboxamide COC1=NC(=NN2C1=C(C=C2)C=2C=CC1=C(N(N=N1)C)C2)NC2CCC(CC2)(C(=O)NC)C